C(C)(C)(C)OC(=O)N1CC=2N(CC1)C(=CN2)C#CC2=CC(=CC=C2)C#N 3-[(3-Cyanophenyl)ethynyl]-5,6-dihydroimidazo[1,2-a]pyrazine-7(8H)-carboxylic acid tert-butyl ester